4-chlorobenzene diphenyl-phosphate C1(=CC=CC=C1)OP(=O)(OC1=CC=CC=C1)O.ClC1=CC=CC=C1